2-(2-(5-hydroxy-6-oxo-1,6-dihydropyrimidin-4-yl)ethyl)-6-((1-methyl-1H-pyrazol-4-yl)ethynyl)-1,2-dihydro-3H-pyrrolo[1,2-c]imidazol-3-one OC1=C(N=CNC1=O)CCN1C(N2C(C1)=CC(=C2)C#CC=2C=NN(C2)C)=O